2-[4-vinylphenyl]ferrocene C(=C)C1=CC=C(C=C1)C=1[CH-]C=CC1.[CH-]1C=CC=C1.[Fe+2]